COC(C1=CC(=NC(=C1)C)NC(C(C)(C)OC(C)=O)=O)=O 2-(2-acetoxy-2-methylpropionamido)-6-methylisonicotinic acid methyl ester